C(#N)CCN1CCCC1 N-2-cyanoethyl-pyrrolidine